C1=CC=CC=2C3=CC=CC=C3C(C12)COC(=O)NC(CCCCNC(CCOCCOCCOCCSCCCCC[C@@H]1SC[C@@H]2NC(N[C@@H]21)=O)=O)C(=O)O\C=C\C (E)-Prop-1-en-1-yl 24-((((9H-fluoren-9-yl)methoxy)carbonyl)amino)-18-oxo-1-((3aS,4S,6aR)-2-oxohexahydro-1H-thieno[3,4-d]imidazol-4-yl)-9,12,15-trioxa-6-thia-19-azapentacosan-25-oate